C(CC)C1CCC(CC1)C1CCC(CC1)CCCCCCC Trans-4-propyl-4'-heptyl-1,1'-bicyclohexane